Cl.C(C)OCC1(CCCCC1)NC(=O)C1CNC1 N-[1-(ethoxymethyl)cyclohexyl]azetidine-3-carboxamide hydrochloride